BrC=1C=C(NC1)C(=O)NCC(O)C1=CC=C(C=C1)F 4-bromo-N-(2-(4-fluorophenyl)-2-hydroxyethyl)-1H-pyrrole-2-carboxamide